C(C)(C)(C)OC(=O)N1C(CC2(CCOC2)CC1)=O 7-oxo-2-oxa-8-azaspiro[4.5]decan-8-carboxylic acid tert-butyl ester